(2,6-bis(benzyloxy)pyridin-3-yl)-6-chloro-1-methyl-1H-pyrazolo[4,3-C]pyridine C(C1=CC=CC=C1)OC1=NC(=CC=C1C1=NN(C2=C1C=NC(=C2)Cl)C)OCC2=CC=CC=C2